4-cyclopropyl-6-oxo-1,6-dihydropyridine-3-carboxylic acid C1(CC1)C=1C(=CNC(C1)=O)C(=O)O